5-(4-((5,7-dioxo-4,5,6,7-tetrahydrothiazolo[5,4-d]pyrimidin-2-yl)methyl)piperazin-1-yl)-N-methylpicolinamide O=C1NC(C2=C(N1)SC(=N2)CN2CCN(CC2)C=2C=CC(=NC2)C(=O)NC)=O